C(C)(C)(C)C=1C=C(N(N1)C=1C=CC(=NC1)C)NC(=O)NC1=CC=C(C2=CC=CC=C12)CCCN1CCOCC1 1-[5-tert-butyl-2-(2-methylpyridin-5-yl)-2H-pyrazol-3-yl]-3-[4-(3-morpholin-4-yl-propan-1-yl)naphthalen-1-yl]-urea